C(C)(C)N1N=NC2=C1C=CC(=C2)C2=NOC(=N2)C2=CC(=CC=C2)COC2=CC=CC=C2 3-(1-isopropyl-1H-benzo[d][1,2,3]triazol-5-yl)-5-(3-(phenoxymethyl)phenyl)-1,2,4-oxadiazole